C(CCCCC)OCOCCCC(C)[Mg]Br 4-hexyloxymethoxy-1-methylbutylmagnesium bromide